tetraphenoxyzirconium O(C1=CC=CC=C1)[Zr](OC1=CC=CC=C1)(OC1=CC=CC=C1)OC1=CC=CC=C1